OC1=C(C=C(C=C1)C1=NC=CN=C1SC1=CC=C(C=C1)OC(F)(F)F)S(=O)(=O)NC 2-hydroxy-N-methyl-5-[3-[4-(trifluoromethoxy)phenyl]sulfanylpyrazin-2-yl]benzenesulfonamide